maleimidopropionylproline C1(C=CC(N1CCC(=O)N1[C@@H](CCC1)C(=O)O)=O)=O